(S)-3-(1H-benzo[d]imidazol-6-yl)-4-[3-(3-chlorophenyl)phenyl]oxazolidin-2-one N1C=NC2=C1C=C(C=C2)N2C(OC[C@@H]2C2=CC(=CC=C2)C2=CC(=CC=C2)Cl)=O